C(=C([2H])[2H])(C=1C=C2C=CC=NC2=CC1)[2H] 6-(vinyl-d3)quinoline